C(C)(C)(C)N1N=NC(=C1)C(=O)NCC1=C(C(=C(C=C1)C1=C(C=NC=C1N1C[C@@H](CCC1)N(C(C=C)=O)C)C#N)F)C 1-(tert-butyl)-N-(4-(3-cyano-5-((R)-3-(N-methylacrylamido)piperidin-1-yl)pyridin-4-yl)-3-fluoro-2-methylbenzyl)-1H-1,2,3-triazole-4-carboxamide